acryloxypropyl-tritert-butoxysilane C(C=C)(=O)OCCC[Si](OC(C)(C)C)(OC(C)(C)C)OC(C)(C)C